N[C@H](COC1=NC=C(C=C1NC(=O)NC=1C=NC=2N(C1[C@H](C)OC)N=C(C2)Cl)Cl)C 1-(2-((S)-2-aminopropoxy)-5-chloropyridin-3-yl)-3-(2-chloro-7-((S)-1-methoxyethyl)pyrazolo[1,5-a]Pyrimidin-6-yl)urea